4-(thiazol-2-yl)-6,7-dihydro-1H-imidazo[4,5-c]pyridin S1C(=NC=C1)C1=NCCC2=C1N=CN2